N-((2S)-3-cyclopropyl-1-((4-(cyclopropylamino)-3,4-dioxo-1-((S)-2-oxopyrrolidin-3-yl)butan-2-yl)amino)-1-oxopropan-2-yl)-3-phenylpentanamide C1(CC1)C[C@@H](C(=O)NC(C[C@H]1C(NCC1)=O)C(C(=O)NC1CC1)=O)NC(CC(CC)C1=CC=CC=C1)=O